3-(4-nitrophenyl)-propionic acid [N+](=O)([O-])C1=CC=C(C=C1)CCC(=O)O